FC1=C(C=CC(=C1)C(F)(F)F)C1(CC1)C(=O)NC=1C=CC(=C(C(=O)OC)C1)C1=NC=C(C=C1)C Methyl 5-[({1-[2-fluoro-4-(trifluoromethyl) phenyl] cyclopropyl} carbonyl) amino]-2-(5-methylpyridin-2-yl)benzoate